(cyclohexylmethoxy)-1-methoxy-2-nitrobenzene C1(CCCCC1)COC=1C(=C(C=CC1)OC)[N+](=O)[O-]